heptane-1,1,1-tricarbonitrile C(CCCCCC)(C#N)(C#N)C#N